tert-butyl (R)-3-(7-bromo-3-iodo-1H-pyrazolo[4,3-c]pyridin-1-yl)piperidine-1-carboxylate BrC=1C2=C(C=NC1)C(=NN2[C@H]2CN(CCC2)C(=O)OC(C)(C)C)I